(Z)-4-Methyl-N'-(2-nitro-5-(pyridin-4-yloxy)benzylidene)benzenesulfonohydrazide CC1=CC=C(C=C1)S(=O)(=O)N\N=C/C1=C(C=CC(=C1)OC1=CC=NC=C1)[N+](=O)[O-]